2-chloro-4-(hydroxymethyl)nicotinonitrile ClC1=C(C#N)C(=CC=N1)CO